BrC=1C(=C(C(=NC1)I)F)C 5-bromo-3-fluoro-2-iodo-4-methyl-pyridine